2-(3-(isopentyloxy)phenoxy)ethanamine C(CC(C)C)OC=1C=C(OCCN)C=CC1